COC=1C=C(C=CC1OC)C=CC 3,4-dimethoxyphenylpropylene